3-Chloro-11-((6-(4,5-dihydrooxazol-2-yl)hexyl)amino)-6-methyl-6,11-dihydrodibenzo[c,f][1,2]thiazepine 5,5-dioxide ClC1=CC2=C(C(C3=C(N(S2(=O)=O)C)C=CC=C3)NCCCCCCC=3OCCN3)C=C1